FC(C=1C=C(C=CC1F)C=1C=C2C(=NC1)C=NN2CC(=O)N2CC(C2)COC)F 2-[6-[3-(Difluoromethyl)-4-fluoro-phenyl]pyrazolo[4,3-b]pyridin-1-yl]-1-[3-(methoxymethyl)azetidin-1-yl]ethanone